(S)-2-(chloromethyl)-1-(oxetan-2-ylmethyl)-1H-benzo[d]imidazol-6-carboxylic acid methyl ester COC(=O)C=1C=CC2=C(N(C(=N2)CCl)C[C@H]2OCC2)C1